C(C)C1(C(NC(C(C1C1=C(C(=CC(=C1)F)F)CC)(C(=O)[O-])C)C)COC(C)=O)C(=O)[O-] 3-Ethyl-5-methyl-2-(acetoxymethyl)-4-(2-ethyl-3,5-difluorophenyl)-6-methyl-1,4-dihydropyridine-3,5-dicarboxylate